C1(CC1)N1N=CC(=C1)[C@H]1CN(CCO1)C1=CC=2C(=NC(=C(N2)C)C)C(=N1)[C@@H]1C[C@H](C1)C(F)(F)F 7-((2S)-2-(1-cyclopropyl-1H-pyrazol-4-yl)-4-morpholinyl)-2,3-dimethyl-5-(trans-3-(trifluoromethyl)cyclobutyl)pyrido[3,4-b]pyrazine